CCC=CC=CC=C octa-3,5,7-triene